ClC1=CC=C(C=C1)C1(CC1)C1=NOC(=N1)CC(C(=O)OC(C)(C)C)=C tert-butyl 2-((3-(1-(4-chlorophenyl)cyclopropyl)-1,2,4-oxadiazol-5-yl)methyl)acrylate